tert-butyl 4-(3-cyclopropyl-1-(trans-3-((tosyloxy)methyl)cyclobutyl)-1H-indazol-4-yl)piperazine-1-carboxylate C1(CC1)C1=NN(C2=CC=CC(=C12)N1CCN(CC1)C(=O)OC(C)(C)C)[C@@H]1C[C@H](C1)COS(=O)(=O)C1=CC=C(C)C=C1